N-(4-(2-isopropoxypropan-2-yl)thiazol-2-yl)-1-(2-(pyridin-4-yl)ethyl)-1H-pyrazole-5-carboxamide C(C)(C)OC(C)(C)C=1N=C(SC1)NC(=O)C1=CC=NN1CCC1=CC=NC=C1